(E)-1-(4-(3-(4-fluorobenzyl)allyl)piperazinyl)-3-(3-hydroxyphenyl)-1-propanone FC1=CC=C(C/C=C/CN2CCN(CC2)C(CCC2=CC(=CC=C2)O)=O)C=C1